ClC1=C(C=C(C(=O)O)C=C1I)I 4-chloro-3,5-diiodobenzoic acid